2-mercapto-1,5-pentanediol SC(CO)CCCO